(R)-N-(8-methoxy-2-methylimidazo[1,2-a]pyrazin-6-yl)-5-(1-(methylamino)-5-azaspiro[2.3]hexan-5-yl)pyrazine-2-carboxamide COC=1C=2N(C=C(N1)NC(=O)C1=NC=C(N=C1)N1CC3(C[C@H]3NC)C1)C=C(N2)C